FC=1C(=CC2=C(N=C(O2)C2CCN(CC2)C2=C(C(N(C3=CC=CC=C23)C)=O)C#N)C1)F 4-[4-(5,6-difluoro-1,3-benzoxazol-2-yl)piperidin-1-yl]-1-methyl-2-oxo-1,2-dihydroquinoline-3-carbonitrile